methyl 4,7-dichloro-6-fluoro-2,3-dihydro-1H-indole-2-carboxylate ClC1=C2CC(NC2=C(C(=C1)F)Cl)C(=O)OC